NC1CC=2C=CC(=C(C2CC1)C#N)N1CC2CCC(C1)N2C(=O)OC(C)(C)C racemic-tert-butyl 3-(6-amino-1-cyano-5,6,7,8-tetrahydronaphthalen-2-yl)-3,8-diazabicyclo[3.2.1]octane-8-carboxylate